ClC=1C(N(C(=CC1OC([2H])([2H])C1=NC=C(C=C1F)F)C)C1=CC(=NC=C1C)C1=NC(=NC=C1)C(C(=O)NC)(C)C)=O 2-(4-(3-chloro-4-((3,5-difluoropyridin-2-yl)methoxy-d2)-5',6-dimethyl-2-oxo-2H-[1,4'-bipyridin]-2'-yl)pyrimidin-2-yl)-N,2-dimethylpropionamide